FC=1C(=NC=CC1)CNC(=O)C=1N=C(OC1)CCNCCC1=NC2=C(N1C1=CC(=CC=C1)OC)C=CC=C2 N-((3-fluoropyridin-2-yl)methyl)-2-(2-((2-(1-(3-methoxyphenyl)-1H-benzo[d]imidazol-2-yl)ethyl)amino)ethyl)oxazole-4-carboxamide